C(CCCCCCCCC)(=O)OC(CO)CO 1,3-dihydroxyprop-2-yl decanoate